indazole-3-butanoic acid N1N=C(C2=CC=CC=C12)CCCC(=O)O